NC1=C2N=CN(C2=NC(=N1)Cl)[C@H]1[C@H]([C@@H]([C@H](O1)COC(C(=O)O)(C(=O)O)CC=1C=NC(=CC1)Cl)O)F 2-(((2R,3R,4S,5R)-5-(6-amino-2-chloro-9H-purin-9-yl)-4-fluoro-3-hydroxytetrahydro-furan-2-yl)methoxy)-2-((6-chloropyridin-3-yl)methyl)malonic acid